C(=C)C(C1=CC=CC=C1)N(C)C vinyl-N,N-dimethylbenzylamine